N-((benzyloxy)carbonyl)-N-methyl-L-valine C(C1=CC=CC=C1)OC(=O)N([C@@H](C(C)C)C(=O)O)C